(piperidin-2-ylmethyl)-2,5-bis(2,2,2-trifluoroethoxy)benzamide N1C(CCCC1)CC=1C(=C(C(=O)N)C=C(C1)OCC(F)(F)F)OCC(F)(F)F